ClC=1C=C2C(=NC1F)N(C=C2)S(=O)(=O)C2=CC=C(C)C=C2 5-chloro-6-fluoro-1-(p-toluenesulfonyl)pyrrolo[2,3-b]pyridine